N4-(5-(tert-butyl)-[1,1'-biphenyl]-2-yl)pyrimidine-4,5-diamine C(C)(C)(C)C=1C=CC(=C(C1)C1=CC=CC=C1)NC1=NC=NC=C1N